CN(C)CCOC(C(=C)C)=O Dimethylaminoethylmethacrylat